pentoxymethyl-trimethoxysilane C(CCCC)OC[Si](OC)(OC)OC